COC(C(C=CC1=CC=CC=C1)=O)=CC1=CC=CC=C1 methoxydibenzylideneacetone